i-butyl-methacrylamide tert-butyl-(3R,4R)-3-(acetyloxy)-4-{[5-chloro-7-(1-ethylcyclobutyl)-6-iodopyrrolo[2,1-f][1,2,4]triazin-2-yl]amino}piperidine-1-carboxylate C(C)(C)(C)OC(=O)N1C[C@H]([C@@H](CC1)NC1=NN2C(C=N1)=C(C(=C2C2(CCC2)CC)I)Cl)OC(C)=O.C(C(C)C)C=C(C(=O)N)C